C(C)C=1C(NC=2C=C(C=NC2C1)CN1CC2(CN(C2)C2=CC=C(N=N2)C(=O)NC)C1)=O 6-(6-((7-ethyl-6-oxo-5,6-dihydro-1,5-naphthyridin-3-yl)methyl)-2,6-diazaspiro[3.3]heptan-2-yl)-N-methylpyridazine-3-carboxamide